5-cyclopropyl-7-(2-oxooxazolidin-3-yl)pyrazolo[1,5-a]pyridin C1(CC1)C1=CC=2N(C(=C1)N1C(OCC1)=O)N=CC2